(1r,3r)-3-(1H-Imidazol-1-yl)cyclobutyl (8-amino-7-fluoro-6-(8-methyl-2,3-dihydro-1H-pyrido[2,3-b][1,4]oxazin-7-yl)isoquinolin-3-yl)carbamate hydrochloride Cl.NC=1C(=C(C=C2C=C(N=CC12)NC(OC1CC(C1)N1C=NC=C1)=O)C1=C(C2=C(OCCN2)N=C1)C)F